CC(C)CCC[C@@H](C)[C@H]1CC[C@H]2[C@@H]3CC=C4[13CH2][C@@H](O)CC[C@]4(C)[C@H]3CC[C@]12C [4-13C]cholesterol